N-((S)-(4,4-Difluorocyclohexyl)(5-((R)-1-(4,4,4-trifluorobutanamido)ethyl)-1H-benzo[d]imidazol-2-yl)methyl)-3-(3,3,3-trifluoropropyl)isoxazole-5-carboxamide FC1(CCC(CC1)[C@H](NC(=O)C1=CC(=NO1)CCC(F)(F)F)C1=NC2=C(N1)C=CC(=C2)[C@@H](C)NC(CCC(F)(F)F)=O)F